ClC1=NC(=CC(=C1)C1=C(N=C(S1)NC(=O)N1C[C@@H](NCC1)C(=O)O)C1=CC(=CC=C1)C#N)C (2R)-4-[[5-(2-chloro-6-methyl-4-pyridyl)-4-(3-cyanophenyl)thiazol-2-yl]carbamoyl]piperazine-2-carboxylic acid